2-(benzyloxy)cyclobutan-1-one C(C1=CC=CC=C1)OC1C(CC1)=O